ClC1=CC=C2N=C(C(=NC2=C1)[C@H](C)N[S@@](=O)C(C)(C)C)OC (S)-N-((S)-1-(7-chloro-3-methoxyquinoxalin-2-yl)ethyl)-2-methylpropane-2-sulfinamide